C(C)(C)OC1=CC=C(C=C1)C1CC(CC1)=O 3-(4-Isopropoxyphenyl)cyclopentan-1-one